CSC1=NC=C(C(=N1)N[C@H](C(F)(F)F)C)C(=O)OCC Ethyl 2-(methylsulfanyl)-4-[[(2S)-1,1,1-trifluoropropan-2-yl]amino]pyrimidine-5-carboxylate